C1(CC1)C=1C=NC(=NC1)N1CCC(=CC1)CC(=O)NOC[C@H](C)NC=1C=NNC(C1C(F)(F)F)=O (S)-2-(1-(5-cyclopropylpyrimidin-2-yl)-1,2,3,6-tetrahydropyridin-4-yl)-N-(2-((6-oxo-5-(trifluoromethyl)-1,6-dihydropyridazin-4-yl)amino)propoxy)acetamide